8-(benzyloxy)-5-[(5,6-diethyl-2,3-dihydro-1H-inden-2-yl)glycyl]quinoline C(C1=CC=CC=C1)OC=1C=CC(=C2C=CC=NC12)C(CNC1CC2=CC(=C(C=C2C1)CC)CC)=O